ClC1=NC(=CC(=C1)C=1C(=NC(=NC1)NC(=O)N1CCOCC1)C1=CC=C(C=C1)F)C N-(5-(2-chloro-6-methylpyridin-4-yl)-4-(4-fluorophenyl)pyrimidin-2-yl)morpholine-4-amide